N-(5-((6-((R)-3-(2,3-dichlorophenyl)isoxazolidine-2-yl)pyrimidine-4-yl)amino)-2-(4-(4-isopropylpiperazine-1-yl)piperidine-1-yl)-4-methoxyphenyl)acrylamide ClC1=C(C=CC=C1Cl)[C@@H]1N(OCC1)C1=CC(=NC=N1)NC=1C(=CC(=C(C1)NC(C=C)=O)N1CCC(CC1)N1CCN(CC1)C(C)C)OC